2-(azidomethyl)-6-bromo-1-methyl-1H-benzo[d]imidazole N(=[N+]=[N-])CC1=NC2=C(N1C)C=C(C=C2)Br